9,9-Dimethyl-9-silafluorene C[Si]1(C2=CC=CC=C2C=2C=CC=CC12)C